4,9,16,20-tetraoxo-3,8,15,18,21-pentaazaheptacosan-27-oate O=C(NCC)CCCNC(CCCCCNC(CNCC(NCCCCCC(=O)[O-])=O)=O)=O